2-(4-Biphenylyl)-4-phenyl-5-methylimidazole C1(=CC=C(C=C1)C=1NC(=C(N1)C1=CC=CC=C1)C)C1=CC=CC=C1